dibutyl-tin bis-(4-hydroxyphenyl acetate) OC1=CC=C(C=C1)CC(=O)[O-].OC1=CC=C(C=C1)CC(=O)[O-].C(CCC)[Sn+2]CCCC